FC(C1=NC(=NO1)C1=CC=C(C=C1)CN1N=C(C(=C1C)C)C)(F)F 5-(trifluoromethyl)-3-[4-[(3,4,5-trimethylpyrazol-1-yl)methyl]phenyl]-1,2,4-oxadiazole